(S)-2-(isopropylsulfonyl)-3-phenylisoxazolidine C(C)(C)S(=O)(=O)N1OCC[C@H]1C1=CC=CC=C1